CC1=CC=CC=2N(C(N(C21)C2=CC=C(C=C2)C2=C1C(=CN=C2)N(N=C1)C)=O)CC(=O)OCC ethyl 2-[4-methyl-3-[4-(1-methylpyrazolo[3,4-c]pyridin-4-yl)phenyl]-2-oxobenzimidazol-1-yl]acetate